1-(2-Chloropropan-2-yl)-4-fluorobenzene ClC(C)(C)C1=CC=C(C=C1)F